CS(=O)(=O)C1=CC=C(CNC(=O)C=2C(N(C(=C(C2)C=2OC(=NN2)CC#N)C)C2=CC(=CC=C2)C(F)(F)F)=O)C=C1 5-(5-cyanomethyl-[1,3,4]oxadiazol-2-yl)-6-methyl-2-oxo-1-(3-trifluoromethylphenyl)-1,2-dihydro-pyridine-3-carboxylic acid 4-methanesulfonyl-benzylamide